ClC=1C=C(C=CC1)[C@@H](NC(=O)C1CC2(C1)C(NCC2)=O)C2CCCC2 N-((S)-(3-chlorophenyl)(cyclopentyl)methyl)-5-oxo-6-azaspiro[3.4]octane-2-carboxamide